C(C)(C)(C)OC(=O)N1[C@@H](CCC1)C=1C=C(C=C2CCOCC12)C=1C=C2C(=NC1)N(C=C2C#N)C(=O)[O-] (S)-5-(8-(1-(tert-butoxycarbonyl)pyrrolidin-2-yl)isochroman-6-yl)-3-cyano-1H-pyrrolo[2,3-b]Pyridine-1-carboxylate